FC(N1N=CC(=C1)C1=NN2C(NC3=C(C=CC=C3C2=N1)C#N)=O)F 2-[1-(difluoromethyl)-1H-pyrazol-4-yl]-5-oxo-5,6-dihydro[1,2,4]triazolo[1,5-c]quinazoline-7-carbonitrile